4-(2-bromo-6-methoxy-4-{4-[4-(4-methoxybutoxy)phenyl]phenyl}phenoxy)butan-1-ol BrC1=C(OCCCCO)C(=CC(=C1)C1=CC=C(C=C1)C1=CC=C(C=C1)OCCCCOC)OC